ClCS chloromethyl-sulfane